3-(2H-tetrazol-5-yl)urea N=1NN=NC1NC(N)=O